9-(3-chloro-4-fluorophenyl)-3,4-dihydropyrido[2,1-c][1,2,4]thiadiazine 2,2-dioxide ClC=1C=C(C=CC1F)C1=CC=CN2C1=NS(CC2)(=O)=O